NC1=C(N=CC(=N1)N1CCC2(CC=C([C@H]2N)C2CC2)CC1)SC1=C(C(=NC=C1)N)Cl (S)-8-(6-amino-5-((2-amino-3-chloropyridin-4-yl)thio)pyrazin-2-yl)-2-cyclopropyl-8-azaspiro[4.5]dec-2-en-1-amine